(S)-6-(1-(1-(1-acryloylazetidine-3-carbonyl)pyrrolidin-3-yl)-1H-pyrazol-4-yl)-4-methoxypyrazolo[1,5-a]pyridine-3-carbonitrile C(C=C)(=O)N1CC(C1)C(=O)N1C[C@H](CC1)N1N=CC(=C1)C=1C=C(C=2N(C1)N=CC2C#N)OC